1-[(2S,5S)-9-chloro-7-fluoro-2,3-dihydro-2,5-methano-1,4-benzoxazepin-4(5H)-yl]-3,3-difluoro-2,2-dimethylpropan-1-one ClC1=CC(=CC=2[C@H]3N(C[C@@H](OC21)C3)C(C(C(F)F)(C)C)=O)F